iminocyclohepta[c]pyridin-4-yl trifluoromethanesulfonate FC(S(=O)(=O)OC1=C2C(C(N=C1)=N)=CC=CC=C2)(F)F